Cl.SCCO 2-Mercaptoethanol-HCl